4-(4-((1R,5S)-3,8-diazabicyclo[3.2.1]octan-3-yl)-2-(3-(dimethylamino)azetidin-1-yl)-8-fluoroquinazolin-7-yl)naphthalen-2-ol [C@H]12CN(C[C@H](CC1)N2)C2=NC(=NC1=C(C(=CC=C21)C2=CC(=CC1=CC=CC=C21)O)F)N2CC(C2)N(C)C